2-(2-((3-((2-(4-methoxyphenyl)quinolin-4-yl)amino)propyl)amino)ethyl)piperidine-1-carboxylic acid tert-butyl ester C(C)(C)(C)OC(=O)N1C(CCCC1)CCNCCCNC1=CC(=NC2=CC=CC=C12)C1=CC=C(C=C1)OC